The molecule is a cyclohexadienediol in which the two hydroxy groups are ortho and cis to one another, with chlorine atoms on each of the other four ring carbons. It is a cyclohexadienediol and an organochlorine compound. It derives from a 1,2,3,4-tetrachlorobenzene. [C@H]1([C@@H](C(=C(C(=C1Cl)Cl)Cl)Cl)O)O